6,7-difluoro-3-phenyl-1-benzothiophene-2-carboxylic acid FC1=C(C2=C(C(=C(S2)C(=O)O)C2=CC=CC=C2)C=C1)F